O=C1NC(CCC1N1C(C2=CC=CC(=C2C1)C(CNC(CCC)=O)C)=O)=O N-(2-(2-(2,6-dioxopiperidin-3-yl)-1-oxoisoindolin-4-yl)propyl)butanamide